3-(2-(2-(trifluoromethyl)-3,4-dihydro-4-oxoquinazolin-6-yl)ethynyl)-2-(1H-indol-6-yl)benzoic Acid FC(C1=NC2=CC=C(C=C2C(N1)=O)C#CC=1C(=C(C(=O)O)C=CC1)C1=CC=C2C=CNC2=C1)(F)F